C(C1=CC=CC=C1)C=1C2=C(N=C(N1)N1CCCCC1)C(=NO2)N2CCOCC2 benzylpiperidylmorpholinoisoxazolo[4,5-d]pyrimidine